3-amino-1-((2R,3R,4S,5R)-3,4-dihydroxy-5-(hydroxymethyl)tetrahydrofuran-2-yl)-1H-1,2,4-triazole-5-carboxylic acid methyl ester COC(=O)C1=NC(=NN1[C@@H]1O[C@@H]([C@H]([C@H]1O)O)CO)N